5-(3-Aminopropoxy)-6-(benzyloxy)quinolin-3-ol NCCCOC1=C2C=C(C=NC2=CC=C1OCC1=CC=CC=C1)O